benzoic acid ethyl-acetate C(C)OC(C)=O.C(C1=CC=CC=C1)(=O)O